4-fluoro-2-[6-(4-{[(2S)-1-(1H-tetrazol-1-yl)propan-2-yl]oxy}pyridin-2-yl)imidazo[1,2-b]pyridazin-3-yl]benzonitrile FC1=CC(=C(C#N)C=C1)C1=CN=C2N1N=C(C=C2)C2=NC=CC(=C2)O[C@H](CN2N=NN=C2)C